ClC=1C=CC(=NC1)CN1N=C2C(CN(CC2)CC2=CC(=CC(=C2)F)F)C1=O 2-((5-chloropyridin-2-yl)methyl)-5-(3,5-difluorobenzyl)-2,3a,4,5,6,7-hexahydro-3H-pyrazolo[4,3-c]pyridin-3-one